ClCC\C=C/CCCCCCCC(OC)OC (3Z)-1-chloro-12,12-dimethoxy-3-dodecene